C(C)N(C(OC1=C(C(=C(C=C1)F)Cl)C1CCNCC1)=O)CC 3-chloro-4-fluoro-2-(piperidin-4-yl)phenyl N,N-diethylcarbamate